(R)-tert-butyl (1-(3-bromo-5-(trifluoromethyl)pyridin-2-yl)piperidin-3-yl)carbamate BrC=1C(=NC=C(C1)C(F)(F)F)N1C[C@@H](CCC1)NC(OC(C)(C)C)=O